3-(7-Chloro-4-(1H-Imidazol-1-Yl)Quinolin-2-Yl)Benzamide ClC1=CC=C2C(=CC(=NC2=C1)C=1C=C(C(=O)N)C=CC1)N1C=NC=C1